C(=O)C1=NC=C(C=C1)C1=CC(=CC(=C1)C=1C=CC(=NC1)C=O)C=1C=CC(=NC1)C=O 1,3,5-tri(2-formylpyridin-5-yl)benzene